6-(Difluoromethyl)isoquinolin-4-amine FC(C=1C=C2C(=CN=CC2=CC1)N)F